(R)-2-methyl-2-(3,7,12,15-tetraoxo-1-oxa-11-thia-4,8-diazacyclopentadecan-2-yl)propyl (tert-butoxycarbonyl)glycinate C(C)(C)(C)OC(=O)NCC(=O)OCC(C)([C@H]1OC(CCC(SCCNC(CCNC1=O)=O)=O)=O)C